CSC=1N=C(C2=C(N1)C=NC=C2)N (methylsulfanyl)pyrido[3,4-d]pyrimidin-4-amine